NC=1C=2N(C3=CC(=C(C=C3N1)F)C(=O)N(C)[C@@H]1COC3=C1C=CC=C3Br)C=NC2 (S)-4-amino-N-(7-bromo-2,3-dihydrobenzofuran-3-yl)-7-fluoro-N-methylimidazo[1,5-a]quinoxaline-8-carboxamide